5-methyl-8-((R)-2-(trifluoromethyl)azetidin-1-yl)imidazo[1,2-a]pyrazine CC1=CN=C(C=2N1C=CN2)N2[C@H](CC2)C(F)(F)F